5-(6-chloro-1-[[2-(trimethylsilyl)ethoxy]methyl]pyrrolo[2,3-b]pyridin-3-yl)-7-fluoro-4-methoxy-1-[[2-(trimethylsilyl)ethoxy]methyl]-1,3-benzodiazole ClC1=CC=C2C(=N1)N(C=C2C2=C(C1=C(N(C=N1)COCC[Si](C)(C)C)C(=C2)F)OC)COCC[Si](C)(C)C